N[C@@H](CCCCNC(CCOCCOCCOCCOC)=O)C(=O)O (S)-20-amino-14-oxo-2,5,8,11-tetraoxa-15-azahenicosan-21-oic acid